COC1=CC=2C3=C(NC2C=C1)CCNC(C3)C 9-methoxy-2-methyl-1,2,3,4,5,6-hexahydroazepino[4,5-b]indole